FC1=C(C=C2C=CN(C(C2=C1)=O)CCC[C@H](C)NC=1C=NNC(C1C(F)(F)F)=O)C1=NN2C(C=C(C=C2)F)=N1 (S)-7-fluoro-6-(7-fluoro-[1,2,4]triazolo[1,5-a]pyridin-2-yl)-2-(4-((6-oxo-5-(trifluoromethyl)-1,6-dihydropyridazin-4-yl)amino)pentyl)isoquinolin-1(2H)-one